ClC1=CC(=C(C=C1Cl)NC(=O)N1C2CCC1CC=1C=NC=C(C12)F)F N-(4,5-dichloro-2-fluorophenyl)-4-fluoro-6,7,8,9-tetrahydro-5H-5,8-epiminocyclohepta[c]pyridine-10-carboxamide